N-(5-Chloro-1-(2,6-dimethoxyphenyl)-2-(6-ethoxypyridin-2-yl)-1H-imidazo[4,5-b]pyrazin-6-yl)-1-(5-fluoropyrimidin-2-yl)methanesulfonamide ClC=1N=C2C(=NC1NS(=O)(=O)CC1=NC=C(C=N1)F)N(C(=N2)C2=NC(=CC=C2)OCC)C2=C(C=CC=C2OC)OC